CC1=C(C=C(C=C1)C)C1CC2C(N(OC2(C)C)C)C(C1)C 5-(2,5-Dimethylphenyl)-1,3,3,7-tetramethyloctahydrobenzo[c]isoxazol